FC1=CC(=C(C=C1)C1(CC2C(N(OC2(C)C)C)C(C1)C)C)C 5-(4-Fluoro-2-methylphenyl)-1,3,3,5,7-pentamethyloctahydrobenzo[c]isoxazol